CN1C(C=2N(N=C3C=CC(=CC23)B2OC(C(O2)(C)C)(C)C)CC1)=O 2-methyl-9-(4,4,5,5-tetramethyl-1,3,2-dioxaborolan-2-yl)-3,4-dihydropyrazino[1,2-b]indazol-1(2H)-one